8-(2,2-Dimethyl-propyl)-2-[(S)-1-(4-hydroxy-phenyl)-ethylamino]-8H-pyrido[2,3-d]pyrimidin-7-on CC(CN1C(C=CC2=C1N=C(N=C2)N[C@@H](C)C2=CC=C(C=C2)O)=O)(C)C